FC1=C(C=C(C=C1)N1C(=C(C2=C1C=C1C=NN(C1=C2)C(C(C)(C)C)=O)I)C(C)C)OC 1-[5-(4-fluoro-3-methoxy-phenyl)-7-iodo-6-isopropyl-pyrrolo[2,3-f]indazol-1-yl]-2,2-dimethyl-propan-1-one